N-(2-chloro-6-{[1-(propan-2-yl)azetidin-3-yl]oxy}phenyl)-4-(5-cyclopropyl-1,2,4-oxadiazole-3-yl)-4-methylpiperidine-1-carboxamide ClC1=C(C(=CC=C1)OC1CN(C1)C(C)C)NC(=O)N1CCC(CC1)(C)C1=NOC(=N1)C1CC1